CN1CCN(CC1)C1=NC=C(C=N1)C(=O)NC1=NC(=CC=C1[N+](=O)[O-])C1=CC=CC=C1 2-(4-methylpiperazin-1-yl)-N-(3-nitro-6-phenylpyridin-2-yl)pyrimidine-5-carboxamide